O1C(CC1)CN1C=NC2=C1C=C(C=C2)C(=O)[O-] 1-(oxetan-2-ylmethyl)-1H-benzo[d]imidazole-6-carboxylate